CN1N=C2N=CC(=CC2=C1)C1=CC(=C2C(=N1)SC(=C2)C(C)O)C2=CC=NN2C 1-(6-(2-methyl-2H-pyrazolo[3,4-b]pyridin-5-yl)-4-(1-methyl-1H-pyrazol-5-yl)thieno[2,3-b]pyridin-2-yl)ethanol